FC(C(C(F)(F)F)OC(=O)N1CCC2(C[C@H]2C(NC2=NC(=CC=C2)C(F)(F)F)=O)CC1)(F)F.ClC1=CC=C(C=C1)C1(OC1)C(C)C1CC1 |r| 2-(4-chlorophenyl)-2-(1-cyclopropyl-ethyl)oxirane 1,1,1,3,3,3-hexafluoropropan-2-yl-(±)-1-((6-(trifluoromethyl)pyridin-2-yl)carbamoyl)-6-azaspiro[2.5]octane-6-carboxylate